(4-((4-((1-cyclopropyl-3-(4,4-difluorocyclohexyl)-1H-pyrazol-4-yl)oxy)pyridin-2-yl)amino)pyridin-2-yl)oxetan-3-ol C1(CC1)N1N=C(C(=C1)OC1=CC(=NC=C1)NC1=CC(=NC=C1)C1OCC1O)C1CCC(CC1)(F)F